1,2-diamino-beta-propanesulfonic acid NCC(C)(S(=O)(=O)O)N